N1=C2N(C(=C1)S(=O)(=O)N1CCC(CC1)C=1C(=CC=3N(C1)N=CN3)F)CCC2 6-(1-((6,7-dihydro-5H-pyrrolo[1,2-a]imidazol-3-yl)sulfonyl)piperidin-4-yl)-7-fluoro-[1,2,4]triazolo[1,5-a]pyridine